NC=1C(=NC=C(N1)N1CCC2([C@@H]([C@@H](OC2)C)N)CC1)SC1=C(C(=NC=C1)N1C(CCC1)CO)Cl (1-(4-(3-amino-5-((3S,4S)-4-amino-3-methyl-2-oxa-8-azaspiro[4.5]decan-8-yl)pyrazin-2-ylsulfanyl)-3-chloropyridin-2-yl)pyrrolidin-2-yl)methanol